C1(=CC(=CC=C1)C(=O)Cl)C m-Toluoyl Chloride